rac-tert-Butyl (2R,4R)-4-amino-2-[(benzyloxy)methyl]-3,3-difluoropyrrolidine-1-carboxylate N[C@H]1C([C@H](N(C1)C(=O)OC(C)(C)C)COCC1=CC=CC=C1)(F)F |r|